(S)-2,2-dimethyloxetan CC1(OCC1)C